oxo-phenyl-acetic acid 1-methyl-2-[2-(2-oxo-2-phenyl-acetoxy)-propoxy]-ethyl ester CC(COCC(C)OC(C(C1=CC=CC=C1)=O)=O)OC(C(C1=CC=CC=C1)=O)=O